(S)-4-(2-(4-(2-acetyl-5-chlorophenyl)-6-oxo-3-(2,2,2-trifluoroethoxy)pyridazin-1(6H)-yl)-3-phenylpropionamido)benzoic acid C(C)(=O)C1=C(C=C(C=C1)Cl)C=1C(=NN(C(C1)=O)[C@H](C(=O)NC1=CC=C(C(=O)O)C=C1)CC1=CC=CC=C1)OCC(F)(F)F